Ethyl (((2-aminoethyl)thio)(ethoxy)phosphoryl)-L-alaninate TFA salt OC(=O)C(F)(F)F.NCCSP(=O)(OCC)N[C@@H](C)C(=O)OCC